1-(4-bromo-2,5-dihydroxyphenyl)ethan-1-one BrC1=CC(=C(C=C1O)C(C)=O)O